C(C)(C)(C)OC(=O)NCC1=CC=C(C=C1)NC(=O)C1=CC2=C(OCCC3=C2SC=C3)C=C1C=1C(=NC(=CC1)N1N=C(C=C1)C(F)(F)F)C(=O)OC methyl 3-(9-((4-(((tert-butoxycarbonyl)amino)methyl)phenyl)carbamoyl)-4,5-dihydrobenzo[b]thieno[2,3-d]oxepin-8-yl)-6-(3-(trifluoromethyl)-1H-pyrazol-1-yl)picolinate